(3-((benzyloxy)methyl)-4-ethyl-5-oxo-4,5-dihydro-1H-1,2,4-triazol-1-yl)-4-bromoisoquinolin-1(2H)-one C(C1=CC=CC=C1)OCC1=NN(C(N1CC)=O)N1C(C2=CC=CC=C2C(=C1)Br)=O